CN1N=CC=C1N[C@@H](C(F)(F)F)C=1C=2N(C=CC1)C(=C(N2)C#CCNC2=C(C=C(C=C2)S(=O)(=O)C)OC)CC(F)(F)F (R)-1-methyl-N-(2,2,2-trifluoro-1-(2-(3-((2-methoxy-4-(methylsulfonyl)phenyl)amino)prop-1-yn-1-yl)-3-(2,2,2-trifluoroethyl)imidazo[1,2-a]pyridin-8-yl)ethyl)-1H-pyrazol-5-amine